2-(7-Chloro-1H-benzo[d]imidazole-2-carbonyl)-N,1-dimethyl-1,2,3,4-tetrahydropyrrolo[1,2-a]pyrazine-6-carboxamide ClC1=CC=CC2=C1NC(=N2)C(=O)N2C(C=1N(CC2)C(=CC1)C(=O)NC)C